C(#C)C=1C(=CC=C2C=C(C=C(C12)C1=C(C=2N=C(N=C(C2C=N1)N1CCOCC(C1)(O)C)OC[C@]12CCCN2C[C@@H](C1)F)F)O)F 4-(7-(8-ethynyl-7-fluoro-3-hydroxynaphthalen-1-yl)-8-fluoro-2-(((2r,7as)-2-fluorohexahydro-1H-pyrrolizin-7a-yl)methoxy)pyrido[4,3-d]pyrimidin-4-yl)-6-methyl-1,4-oxaazepan-6-ol